(3aR,6aS)-2-(5-bicyclo[2.2.2]oct-2-enylmethyl)-5-[[6-(1,3-dimethyl-pyrazol-4-yl)pyridazin-3-yl]oxymethyl]-3,3a,4,5,6,6a-hexahydro-1H-cyclopenta[c]pyrrole C12C=CC(C(C1)CN1C[C@@H]3[C@H](C1)CC(C3)COC=3N=NC(=CC3)C=3C(=NN(C3)C)C)CC2